C(C)O/C=C/C=1C=C(C=CC1)C1=NN=NN1 5-{3-[(1E)-2-ethoxyethenyl]phenyl}-1H-1,2,3,4-tetrazole